C(C)(C)(C)C1=CC(=NN1C1CC2(COC2)C1)N=C=S 5-(tert-butyl)-3-isothiocyanato-1-(2-oxaspiro[3.3]heptan-6-yl)-1H-pyrazole